C12(CC(C1)C2)C=2N(C(C1=C(N2)C(=NC(=C1)N1C[C@H](OCC1)C=1C=NN(C1)C)C1=C(C=C(C=C1)Cl)F)=O)C 2-(1-bicyclo[1.1.1]pentanyl)-8-(4-chloro-2-fluoro-phenyl)-3-methyl-6-[(2R)-2-(1-methylpyrazol-4-yl)morpholin-4-yl]pyrido[3,4-d]pyrimidin-4-one